ClC1=CC=2C3=C(C(=NC2C(=C1C1=C2C=NNC2=CC(=C1C)Cl)F)N1CC(C1)N(C)C)C=NN3[C@@H]3C[C@H](N(CC3)C(C(C)F)=O)CC#N 2-((2s,4s)-4-(8-chloro-7-(6-chloro-5-methyl-1H-indazol-4-yl)-4-(3-(dimethylamino)azetidin-1-yl)-6-fluoro-1H-pyrazolo[4,3-c]quinolin-1-yl)-1-(2-fluoropropoyl)piperidin-2-yl)acetonitrile